1-(((5S,7S)-3-(3-ethylpyridin-2-yl)-7-methyl-2-oxo-1-oxa-3-azaspiro[4.5]decan-7-yl)methyl)-1H-benzo[d]imidazole-6-carbonitrile C(C)C=1C(=NC=CC1)N1C(O[C@]2(C1)C[C@@](CCC2)(C)CN2C=NC1=C2C=C(C=C1)C#N)=O